beta-Carboxy-ethylacrylat C(=O)(O)CCOC(C=C)=O